N-(3-chlorophenethyl)acetamide ClC=1C=C(CCNC(C)=O)C=CC1